ClC=1C=C(C=CC1C1CC1)N1CC(C1)C1=CC(=C(CN2CCC(CC2)C(=O)O)C(=C1)C)C 1-(4-(1-(3-chloro-4-cyclopropylphenyl)azetidin-3-yl)-2,6-dimethylbenzyl)piperidine-4-carboxylic acid